C(C)(C)[Si](OCC1=NC=CC2=C1CC1(CCNCC1)C2=O)(C(C)C)C(C)C 1-(triisopropylsiloxymethyl)spiro[7H-cyclopenta[c]pyridin-6,4'-piperidin]-5-one